2-(4-(4-(Aminomethyl)-8-((1-fluorocyclopropyl)methoxy)-1-oxo-1,2-dihydro-phthalazin-6-yl)-1-methyl-1H-pyrazol-5-yl)-4-chloro-6-cyclopropyloxy-3-fluorobenzonitrile NCC1=NNC(C2=C(C=C(C=C12)C=1C=NN(C1C1=C(C#N)C(=CC(=C1F)Cl)OC1CC1)C)OCC1(CC1)F)=O